CN1CC2=CC(=CC=C2CC1)C=1N=C2C(=NC1)NC=C2 2-methyl-7-(5H-pyrrolo[2,3-b]pyrazin-2-yl)-1,2,3,4-tetrahydroisoquinoline